[N+](=O)([O-])C1=C(C=CC=C1)C=1N=C(SC1)NS([O-])(=O)=O.[Na+] Sodium N-[4-(2-nitrophenyl)-1,3-thiazol-2-yl]sulfamate